2-(4-chlorophenoxy)-N-(1-(3-(4-chlorophenoxy)-2-methoxypropyl)piperidin-4-yl)acetamide Ethyl-5-cyclopropyl-4-iodo-1-methyl-1H-pyrazole-3-carboxylate C(C)OC(=O)C1=NN(C(=C1I)C1CC1)C.ClC1=CC=C(OCC(=O)NC2CCN(CC2)CC(COC2=CC=C(C=C2)Cl)OC)C=C1